ClC1=CC=C(C=C1)C=CC(=O)N1CCC(CC1)O 3-(4-chlorophenyl)-1-(4-hydroxypiperidin-1-yl)prop-2-en-1-one